(4-bromo-1-(4-nitrophenyl)-3-oxobutan-2-yl)carbamate BrCC(C(CC1=CC=C(C=C1)[N+](=O)[O-])NC([O-])=O)=O